(1S,2S)-N-(2-(4,6-bis(methoxy-d3)pyrimidin-5-yl)-1H-pyrrolo[2,3-c]pyridin-5-yl)-2-fluorocyclopropane-1-carboxamide C(OC1=NC=NC(=C1C1=CC=2C(=CN=C(C2)NC(=O)[C@H]2[C@H](C2)F)N1)OC([2H])([2H])[2H])([2H])([2H])[2H]